C1CCC2=NC=CC=C12 4-aza-indane